6-chloro-N-{2-fluoro-5-methyl-4-[(1-methyl-1,3-benzodiazol-5-yl)oxy]phenyl}pyrido[3,2-d]pyrimidin-4-amine ClC=1C=CC=2N=CN=C(C2N1)NC1=C(C=C(C(=C1)C)OC1=CC2=C(N(C=N2)C)C=C1)F